FC1=CC=C(C=C1)N(C(NCC1CCC(CC1)COCC(=O)O)=O)C1=CC=CC=C1 2-(((1r,4r)-4-((3-(4-Fluorophenyl)-3-phenylureido)methyl)cyclohexyl)methoxy)acetic acid